C(#N)C=1C(=CC2=C(N(C(=N2)NC(CC(C)(O)C2=C(C=CC=C2)F)=O)C2(CCC2)C)C1)F N-(6-cyano-5-fluoro-1-(1-methylcyclobutyl)-1H-benzo[d]imidazol-2-yl)-3-(2-fluorophenyl)-3-hydroxybutanamide